C(C)(C)(C)OC(=O)N1CC([C@@H]2N(CC[C@@H]21)CCC(C(=O)O)(C)C)(F)F 4-((cis)-4-(tert-Butoxycarbonyl)-6,6-difluorohexahydropyrrolo[3,2-b]pyrrol-1(2H)-yl)-2,2-dimethylbutanoic acid